5-fluoro-N-((1S,3r)-3-(4-(2-fluorophenyl)-5-(6-methylpyridin-2-yl)-4H-1,2,4-triazol-3-yl)cyclobutyl)pyridineamide FC=1C=CC(=NC1)C(=O)NC1CC(C1)C1=NN=C(N1C1=C(C=CC=C1)F)C1=NC(=CC=C1)C